6-chloro-N-[5-(2-cyanoethyl)-4,6-dimethoxy-pyrimidin-2-yl]-7-(2-pyrimidyl)-1H-indole-3-sulfonamide ClC1=CC=C2C(=CNC2=C1C1=NC=CC=N1)S(=O)(=O)NC1=NC(=C(C(=N1)OC)CCC#N)OC